C(C)N(C(=O)NC1=CC=C2C(=N1)C(=CN2)C2CCN(CC2)CCCC)C2=CC=CC=C2 N-ethyl-N-phenyl-N'-(3-(1-butylpiperidin-4-yl)pyrrolo-[3,2-b]pyridin-5-yl)urea